COC1=C(C=CC=C1)C1=CC(=CC=C1)C1=C(C=CC=C1)OC 2,6-bis(2-methoxyphenyl)benzene